C(=C)C1=CC=CC2=C(C=CC=C12)CCCCCC 1-Vinyl-5-hexylnaphthalene